methyl N-((S)-2-((((9H-fluoren-9-yl)methoxy)carbonyl)amino)-2,4-dimethyl-pentanoyl)-O-(tert-butyl)-L-serinate C1=CC=CC=2C3=CC=CC=C3C(C12)COC(=O)N[C@](C(=O)N[C@@H](COC(C)(C)C)C(=O)OC)(CC(C)C)C